C(C1=CC=CC=C1)(=O)NC1=NC(N(C=C1)[C@@H]1CC[C@H](CC1)C(=O)OCC)=O ethyl trans-4-(4-benzamido-2-oxopyrimidin-1(2H)-yl)cyclohexane-1-carboxylate